[Na+].CC=1C=C2C(=C(NC2=CC1C(=O)[O-])CCCCC)CCO 5-methyl-2-pentyl-3-(2-hydroxyethyl)-1H-indole-6-carboxylic acid sodium salt